BrC=1C=NC2=CC=C(C=C2C1)C=1N=CNC1C1=NC(=CC=C1)C 3-bromo-6-(5-(6-methylpyridin-2-yl)-1H-imidazol-4-yl)quinoline